C(C1=CC=CC=C1)OC1=NC(=CC=C1C1=NN(C=2C1=NC=C(C2)N2CCC(CC2)N(C(OC(C)(C)C)=O)C)C)OCC2=CC=CC=C2 tert-butyl N-[1-[3-(2,6-dibenzyloxy-3-pyridyl)-1-methyl-pyrazolo[4,3-b]pyridin-6-yl]-4-piperidyl]-N-methyl-carbamate